CN1N=CC=2C1=NC(=CN2)N[C@@H](C)C=2C=C(C=CC2)NC(=O)C=2SC(=CC2)C(F)(F)F (S)-N-(3-(1-((1-methyl-1H-pyrazolo[3,4-b]pyrazin-6-yl)amino)ethyl)phenyl)-5-(trifluoromethyl)thiophene-2-carboxamide